methyl (S)-6-cyclopropyl-3-((3-(tetrahydro-2H-pyran-4-yl)-2-((1,1,1-trifluoropropan-2-yl)oxy)phenyl)amino)pyrazine-2-carboxylate C1(CC1)C1=CN=C(C(=N1)C(=O)OC)NC1=C(C(=CC=C1)C1CCOCC1)O[C@H](C(F)(F)F)C